BrC=1N=CC(=C2C1NC=C2C(C(=O)O)=O)OC 2-(7-bromo-4-methoxy-1H-pyrrolo[2,3-c]pyridin-3-yl)-2-oxoacetic acid